N1(CCC12COC2)C=2OC1=C(N2)C=C(C=C1)NC(=O)C=1C=C2CCCOC2=CC1 chroman-6-carboxylic acid [2-(6-oxa-1-aza-spiro[3.3]hept-1-yl)-benzooxazol-5-yl]-amide